tert-butyl (E)-5,5-difluoro-2-(4-methoxy-4-carbonylbut-2-en-1-yl)-2,7-diazaspiro[3.5]nonane-7-carboxylate FC1(C2(CN(C2)C\C=C\C(=C=O)OC)CCN(C1)C(=O)OC(C)(C)C)F